3-Hydroxy-1-(4-hydroxy-3,5-dimethoxyphenyl)propan OCCCC1=CC(=C(C(=C1)OC)O)OC